BrC1=CC(=C(C=C1)C(C)Cl)C 4-bromo-1-(1-chloroethyl)-2-methylbenzene